BrC=1C=C(C=C2C(N(C(=NC12)C1=NC=C(C=C1)F)C[2H])=O)F 8-bromo-6-fluoro-2-(5-fluoropyridin-2-yl)-3-deuteromethylquinazolin-4(3H)-one